COC=1C=C(CN(C=2OC=C(N2)C)CC2=CC=C(C=C2)N2CCCC2)C=CC1 N-(3-methoxybenzyl)-4-methyl-N-(4-(pyrrolidin-1-yl)benzyl)oxazol-2-amine